ClC1=CC(=NC(=C1)Cl)C(C)=O 1-(4,6-dichloropyridin-2-yl)ethan-1-one